[Si](C)(C)(C(C)(C)C)O[C@H]1C(O[C@@H]([C@H]1O[Si](C)(C)C(C)(C)C)CO[Si](C)(C)C(C)(C)C)O (3R,4R,5R)-3,4-bis((t-butyldimethylsilyl)oxy)-5-((t-butyldimethylsilyl)oxymethyl)tetrahydrofuran-2-ol